5-Cyclopropyl-3-(3-(3,6-dichloro-1H-pyrazolo[3,4-d]pyrimidin-1-yl)propoxy)-2',5'-dimethyl-2'H-[1,3'-bipyrazol]-4-amine C1(CC1)C1=C(C(=NN1C=1N(N=C(C1)C)C)OCCCN1N=C(C=2C1=NC(=NC2)Cl)Cl)N